FC12C(C(C(C(C1(F)F)(F)F)(C2(F)F)F)(F)F)O 1,3,3,4,5,5,6,6,7,7-Decafluorobicyclo[2.2.1]heptan-2-ol